3-[4-(4-aminopiperidin-1-yl)-3-(3,5-difluorophenyl)quinolin-6-yl]-4,5-difluoro-2-hydroxybenzonitrile NC1CCN(CC1)C1=C(C=NC2=CC=C(C=C12)C=1C(=C(C#N)C=C(C1F)F)O)C1=CC(=CC(=C1)F)F